5-(3-(2,2-difluoroethyl)-2-methyl-3H-imidazo[4,5-b]pyridin-5-yl)-N4-methyl-N2-(2-oxaspiro[3.5]nonan-7-yl)-7H-pyrrolo[2,3-d]pyrimidine-2,4-diamine FC(CN1C(=NC=2C1=NC(=CC2)C2=CNC=1N=C(N=C(C12)NC)NC1CCC2(COC2)CC1)C)F